methyl-imidazo[1,2-a]pyridin-6-amine dihydrochloride Cl.Cl.CC=1N=C2N(C=C(C=C2)N)C1